2,4-difluoro-N-(5-(4-fluoro-1-(piperazine-1-yl)isoquinolin-7-yl)-2-methoxypyridin-3-yl)benzenesulfonamide trifluoroacetate FC(C(=O)O)(F)F.FC1=C(C=CC(=C1)F)S(=O)(=O)NC=1C(=NC=C(C1)C1=CC=C2C(=CN=C(C2=C1)N1CCNCC1)F)OC